4-chloro-1-(4-(trifluoromethyl)benzyl)-1H-pyrazolo[3,4-c]pyridin-3-amine ClC1=C2C(=CN=C1)N(N=C2N)CC2=CC=C(C=C2)C(F)(F)F